2-(6-(4-(4-methyl-3-(1-methyl-1H-benzo[d]imidazol-2-yl)phenyl)piperazin-1-yl)pyridin-3-yl)propan-2-ol CC1=C(C=C(C=C1)N1CCN(CC1)C1=CC=C(C=N1)C(C)(C)O)C1=NC2=C(N1C)C=CC=C2